2,5-dichloro-3,4-ethylenedioxythiophene ClC=1SC(=C2C1OCCO2)Cl